OC1=C(C=CC=C1)C(C1=C(C(=C(C(=C1)C)O)C)C)C1=C(C(=C(C(=C1)C)O)C)C 4,4'-[(2-hydroxyphenyl)methylene]Bis(2,3,6-trimethylphenol)